methyl (S)-2-((5-bromothiophen-2-yl) methyl)-1-(oxetan-2-ylmethyl)-1H-benzo[d]imidazole-6-carboxylate BrC1=CC=C(S1)CC1=NC2=C(N1C[C@H]1OCC1)C=C(C=C2)C(=O)OC